COC1=NC(=NC(=C1)OC)NC(=O)NS(=O)(=O)C1=NC=CC=C1C(F)(F)F N-[[(4,6-dimethoxy-2-pyrimidinyl)amino]carbonyl]-3-(trifluoromethyl)-2-pyridinesulfonamide